4-(3-(1H-imidazol-1-yl)azetidin-1-yl)-7-(8-chloronaphthalen-1-yl)-8-fluoro-2-((tetrahydro-1H-pyrrolizin-7a(5H)-yl)methoxy)pyrido[4,3-d]pyrimidine N1(C=NC=C1)C1CN(C1)C=1C2=C(N=C(N1)OCC13CCCN3CCC1)C(=C(N=C2)C2=CC=CC1=CC=CC(=C21)Cl)F